(-)-(3S,6E)-3,7,11-trimethyl-6,10-dodecadienal C[C@H](CC=O)CC\C=C(\CCC=C(C)C)/C